((2R,4S,5S)-4-amino-5-(methylthio)tetrahydro-2H-pyran-2-yl)((S)-1-(4-fluorophenyl)-3,4-dihydroisoquinolin-2(1H)-yl)methanone N[C@H]1C[C@@H](OC[C@H]1SC)C(=O)N1[C@H](C2=CC=CC=C2CC1)C1=CC=C(C=C1)F